C(N)(=O)C=1C=C(C=NC1)C1=CC2=C(CCC=3C(=NN(C23)C2=CC(=CC(=C2)Cl)Cl)C(=O)N2CC3N(C(C2)C3)C(=O)OC(C)(C)C)C=C1OC tert-butyl 3-(8-(5-carbamoylpyridin-3-yl)-1-(3,5-dichlorophenyl)-7-methoxy-4,5-dihydro-1H-benzo[g]indazole-3-carbonyl)-3,6-diazabicyclo[3.1.1]heptane-6-carboxylate